C(C)C1=CC=C(C=C1)CC(C=O)(C)C 3-(4-ethyl-phenyl)-2,2-dimethylpropanal